1-(2-(pyrrolidin-1-yl)-2-oxoethyl)-6-bromo-3-trityl-1,3-dihydro-2H-imidazo[4,5-b]pyridin-2-one N1(CCCC1)C(CN1C(N(C2=NC=C(C=C21)Br)C(C2=CC=CC=C2)(C2=CC=CC=C2)C2=CC=CC=C2)=O)=O